BrC1=C(C=CC=C1)NC1=NC(=NC=C1C(=O)N)NC1=C(C=C2CCNCC2=C1)OC 4-((2-bromophenyl)amino)-2-((6-methoxy-1,2,3,4-tetrahydroisoquinolin-7-yl)amino)pyrimidine-5-carboxamide